FC1(CC1)SC1=NC=CC(=C1CSC=1NC(C2=C(N1)CCC2)=O)C 2-[({2-[(1-Fluorocyclopropyl)sulfanyl]-4-methylpyridin-3-yl}methyl)sulfanyl]-3H,5H,6H,7H-cyclopenta[d]pyrimidin-4-one